1,8-naphthalene-dimethanol C1(=CC=CC2=CC=CC(=C12)CO)CO